CN1N=C(C=C1)C1=NN=C(O1)C(=O)N1[C@H](C2=C(CC1)NC=N2)C2=NN1C(C=CC(=C1)C(F)(F)F)=C2 (R)-(5-(1-methyl-1H-pyrazol-3-yl)-1,3,4-oxadiazol-2-yl)(4-(6-(trifluoromethyl)pyrazolo[1,5-a]pyridin-2-yl)-6,7-dihydro-1H-imidazo[4,5-c]pyridin-5(4H)-yl)methanone